methyl 2-(3-((4-(pyrimidin-2-yl)phenyl)amino)phenyl)-1H-benzo[d]imidazol-6-carboxylate N1=C(N=CC=C1)C1=CC=C(C=C1)NC=1C=C(C=CC1)C1=NC2=C(N1)C=C(C=C2)C(=O)OC